FC(C=1C=C(C=CC1)C=1C=C2CCC(C2=CC1)NC(O[C@@H]1CN2CCC1CC2)=O)(F)F (S)-quinuclidin-3-yl (5-(3-(trifluoromethyl)phenyl)-2,3-dihydro-1H-inden-1-yl)carbamat